2-(6,7-dihydro-4H-thiazolo[4,5-c]pyridin-5-yl)-N-(3-sulfamoyl-phenyl)-5-(trifluoro-methyl)pyridine-3-carboxamide S1C=NC=2CN(CCC21)C2=NC=C(C=C2C(=O)NC2=CC(=CC=C2)S(N)(=O)=O)C(F)(F)F